(R)-5-(2-hydroxy-propan-2-yl)-N'-((3,5,6,7-tetrahydro-2H-indeno[5,6-b]furan-8-yl)carbamoyl)thiazole-2-sulfonimidamide OC(C)(C)C1=CN=C(S1)[S@@](=O)(N)=NC(NC1=C2CCCC2=CC2=C1OCC2)=O